5,6-Dihydrouridine [C@@H]1([C@H](O)[C@H](O)[C@@H](CO)O1)N1C(=O)NC(=O)CC1